N-methyl-5-(piperazin-1-yl)thiazol-2-amide CNC(=O)C=1SC(=CN1)N1CCNCC1